N1=CC=CC2=CC(=CC=C12)N1C(N=NC1=O)=O 4-(6-quinolinyl)-1,2,4-triazoline-3,5-dione